5-cyclopentyl-2-{2-[(1-methyl-1H-1,2,3,4-tetrazol-5-yl)sulfanyl]-5-nitrobenzamido}benzamide hydrochloride Cl.C1(CCCC1)C=1C=CC(=C(C(=O)N)C1)NC(C1=C(C=CC(=C1)[N+](=O)[O-])SC1=NN=NN1C)=O